C(#N)C1=NN2C([C@@H](N([C@@H](C2)C)C(=O)OC(C)(C)C)C)=C1 tert-butyl (4S,6R)-2-cyano-4,6-dimethyl-6,7-dihydro-4H-pyrazolo[1,5-a]pyrazine-5-carboxylate